FC1=C(C=O)C(=CC(=C1)OC1CN(C1)CCCF)F 2,6-difluoro-4-((1-(3-fluoropropyl)azetidin-3-yl)oxy)benzaldehyde